[NH+]12CCC(CC1)CC2 quinuclidin-1-ium